6-(ethylamino)-4-(6-(6-((6-methoxypyridin-3-yl)methyl)-3,6-diazabicyclo[3.1.1]heptan-3-yl)pyridin-3-yl)pyrazoline C(C)NC1(C=CC(=CN1)C1=CNNC1)N1CC2N(C(C1)C2)CC=2C=NC(=CC2)OC